C1(CC1)C(=O)N1CCC(CC1)NC(C1=CC=C(C=C1)C1=NC(=CC2=C1C=CO2)C)=O N-[1-(cyclopropanecarbonyl)piperidin-4-yl]-4-(6-methylfuro[3,2-c]pyridin-4-yl)benzamide